BrC=1N=CC=2N(C1)C=C(N2)[C@@H]2N(CCC2)C |o1:10| rel-(R)-6-bromo-2-(1-methylpyrrolidin-2-yl)imidazo[1,2-a]pyrazine